C1(CC1)CC1(CCC2(OCCO2)CC1)CCC#CC=NO 5-(8-(Cyclopropylmethyl)-1,4-dioxaspiro[4.5]decan-8-yl)pent-2-ynal oxime